FC1=C(C=C)C=C(C=C1)F 2,5-difluorostyrene